6-(Phenylmethoxy)-8-fluoro-4-[(1H-imidazole-1-carbonylthio)oxy]-7-[(2-methoxy-2-oxoethyl)(trifluoroacetyl)amino]-3,4-dihydroisoquinoline-2(1H)-carboxylic acid tert-butyl ester C(C)(C)(C)OC(=O)N1CC2=C(C(=C(C=C2C(C1)OSC(=O)N1C=NC=C1)OCC1=CC=CC=C1)N(C(C(F)(F)F)=O)CC(=O)OC)F